(S)-pyrrolidin-3-ylcarbinol N1C[C@H](CC1)CO